C(C)(C)(C)N(C(O)=O)[C@@H](C(=O)NC1=CC=C(C=C1)I)C.OC(C)(C)C1=CC=CC(=N1)S(=O)(=O)N 6-(2-hydroxy-prop-2-yl)pyridine-2-sulfonamide tert-butyl-(R)-(1-((4-iodophenyl)amino)-1-oxopropan-2-yl)carbamate